COCCS(=O)(=O)NC=1SC=CN1 2-((2-methoxyethyl)sulfonamido)thiazol